N-(5-bromopyridin-2-yl)-N-methylmorpholin-4-carboxamide BrC=1C=CC(=NC1)N(C(=O)N1CCOCC1)C